CN1C(C2=CC(=CC=C2C=N1)C)=O 2,7-dimethylphthalazin-1(2H)-one